C(CCCCCCC)=O trans-octanal